1-[(1-hydroxy-4-methyl-5-isoquinolyl)sulfonyl]-4-methyl-indoline-6-carbonitrile OC1=NC=C(C2=C(C=CC=C12)S(=O)(=O)N1CCC2=C(C=C(C=C12)C#N)C)C